5-([2,3'-bipyridin]-4-yloxy)pyridin-2-amine N1=C(C=C(C=C1)OC=1C=CC(=NC1)N)C=1C=NC=CC1